C(C=1C(C(=O)[O-])=CC=CC1)(=O)OC=1N=NC=CC1 pyridazinyl phthalate